methyl 7-(5-chloro-2-(3-(6-(1,1-difluoro-5-azaspiro[2.5]octan-5-yl)-2-methyl-4-oxo-5,6,7,8-tetrahydroquinazolin-3(4H)-yl)prop-1-yn-1-yl)phenyl)thieno[3,2-b]pyridine-3-carboxylate ClC=1C=CC(=C(C1)C1=C2C(=NC=C1)C(=CS2)C(=O)OC)C#CCN2C(=NC=1CCC(CC1C2=O)N2CC1(CC1(F)F)CCC2)C